heneicosyl-dimethyl-ammonium chloride [Cl-].C(CCCCCCCCCCCCCCCCCCCC)[NH+](C)C